8-(4-AMINOCINNOLIN-7-YL)-7-(1H-PYRAZOL-1-YL)-3,4-DIHYDRO-1H-2,5,1-BENZODIOXABOREPIN-1-OL NC1=CN=NC2=CC(=CC=C12)C1=CC2=C(OCCOB2O)C=C1N1N=CC=C1